N-{(6R,7aR)-7,7-difluoro-2-[6-methyl-4-(2,4,6-trifluorophenyl)-1,2-benzoxazol-3-yl]-3-oxohexahydro-1H-pyrrolo[1,2-c]imidazol-6-yl}ethanesulfonamide FC1([C@@H](CN2C(N(C[C@@H]21)C2=NOC1=C2C(=CC(=C1)C)C1=C(C=C(C=C1F)F)F)=O)NS(=O)(=O)CC)F